pentamethyl-trichlorotrisilane C[Si]([Si]([Si](Cl)(Cl)Cl)(C)C)(C)C